O1C(=CC=C1)C=1C=CC(=NC1)CNC(=O)[C@@H]1N([C@@H](CN(C1)S(=O)(=O)C1=CC=CC=C1)C)C(C(C)C)=O cis-N-((5-(furan-2-yl)pyridin-2-yl)methyl)-1-isobutyryl-6-methyl-4-(phenylsulfonyl)piperazine-2-carboxamide